(1S,2S)-tert-butyl 2-acetylcyclopropane-1-carboxylate C(C)(=O)[C@@H]1[C@H](C1)C(=O)OC(C)(C)C